isothiazolo[4,3-d]thiazole N=1SC=C2N=CSC21